(S)-ethyl 2-methyl-5-phenylpentanoate C[C@H](C(=O)OCC)CCCC1=CC=CC=C1